methoxypyrido[4,3-d]pyrimidine COC=1N=CC2=C(N1)C=CN=C2